C1(=CC=CC=C1)C1=C(C(=CC=C1)C1=CC=CC=C1)N(C1=CC(=CC(=C1)C(C)(C)C)NC1=C(C=CC=C1C1=CC=CC=C1)C1=CC=CC=C1)C1=CC(=CC=C1)Cl N1,N3-di([1,1':3',1''-terphenyl]-2'-yl)-5-(tert-butyl)-N1-(3-chlorophenyl)benzene-1,3-diamine